FC1=C(C=CC(=C1)F)P(C1=C(C=C(C=C1)F)F)C1=C(C=C(C=C1)F)F tris(2,4-difluorophenyl)phosphine